FC1(CCN(CC1)C(=O)C1=CC=2N(C=C1)C(=CN2)C=2C=CC(=NC2)C(NN)=N)F 5-(7-(4,4-difluoropiperidine-1-carbonyl)imidazo[1,2-a]pyridin-3-yl)picolinimidohydrazide